1-(2-{4-[2-({[3-(trifluoromethoxy)phenyl]methyl}amino)pyrimidin-5-yl]piperazin-1-yl}acetyl)piperidine-4-carboxylic acid hydrochloride Cl.FC(OC=1C=C(C=CC1)CNC1=NC=C(C=N1)N1CCN(CC1)CC(=O)N1CCC(CC1)C(=O)O)(F)F